3-((6-fluoro-4-iodopyridin-2-yl)amino)-3-methylcyclobutan-1-ol FC1=CC(=CC(=N1)NC1(CC(C1)O)C)I